CN1C=CC=2C1=CN=CC2 1-methylpyrrolo[2,3-c]pyridine